CC(CCC)(C)N 1,1-dimethylbutylamine